FC(S(=O)(=O)OC1=NN(C(C2=CC=CC=C12)=O)C1=CC=C(C=C1)Cl)(F)F 3-(4-Chlorophenyl)-4-oxo-3,4-dihydrophthalazin-1-yl trifluoromethanesulfonate